2'-((3-(2-fluoroethoxy)-1H-pyrazol-4-yl)amino)-7'-((1R,3R)-3-hydroxycyclohexyl)spiro[cyclopropane-1,5'-pyrrolo[2,3-d]pyrimidin]-6'(7'H)-one FCCOC1=NNC=C1NC=1N=CC2=C(N1)N(C(C21CC1)=O)[C@H]1C[C@@H](CCC1)O